2-methyl-1-(piperazine-1-yl)propan-2-ol CC(CN1CCNCC1)(C)O